rac-6-(2-((3aR,5r,6aS)-5-benzyl-5-hydroxyhexa-hydrocyclopenta[c]pyrrol-2(1H)-yl)-1-hydroxyethyl)benzo[d]oxazol-2(3H)-one C(C1=CC=CC=C1)C1(C[C@@H]2[C@@H](CN(C2)CC(O)C2=CC3=C(NC(O3)=O)C=C2)C1)O